benzo[d][1,3]Dioxole-5-sulfonyl chloride O1COC2=C1C=CC(=C2)S(=O)(=O)Cl